tert-butyl 3-(1-(4-chlorophenyl)cyclopropane-1-carboxamido)-5-cyclopropylpiperidine-1-carboxylate ClC1=CC=C(C=C1)C1(CC1)C(=O)NC1CN(CC(C1)C1CC1)C(=O)OC(C)(C)C